3,5-bis-trifluoromethyl-benzoyl chloride FC(C=1C=C(C(=O)Cl)C=C(C1)C(F)(F)F)(F)F